3,4'-dimercaptobiphenyl SC=1C=C(C=CC1)C1=CC=C(C=C1)S